(R)-1-(3-(4-(benzyloxy)benzyl)-4-chlorophenyl)-2,3-dihydroxypropan-1-one C(C1=CC=CC=C1)OC1=CC=C(CC=2C=C(C=CC2Cl)C([C@@H](CO)O)=O)C=C1